ClC1=CC=NC2=CC(=CC(=C12)F)F 4-chloro-5,7-difluoro-quinoline